COC=1C=C(C=C(C1OC)[Se]C)C(\C(=C\C1=C(C=CC=C1)OC)\C)=O (E)-1-(3,4-dimethoxy-5-(methylseleno)phenyl)-3-(2-methoxyphenyl)-2-methylpropan-2-en-1-one